3-(3-(4-(2,3-dichlorophenyl)piperazin-1-yl)propyl)-9-methylpyrimido[5,4-c]quinolin-4(3H)-one formate salt C(=O)O.ClC1=C(C=CC=C1Cl)N1CCN(CC1)CCCN1C=NC2=C(C=NC=3C=CC(=CC23)C)C1=O